ClC=1C=C(C=CC1)C(C(=O)N1[C@@H]([C@@H]2[C@H](C1)CCC2)C(=O)N[C@@H](C[C@@H]2C(NCC2)=O)C(CF)=O)(F)F (1S,3aR,6aS)-2-(2-(3-chlorophenyl)-2,2-difluoroacetyl)-N-((S)-4-fluoro-3-oxo-1-((R)-2-oxopyrrolidin-3-yl)butan-2-yl)octahydrocyclopenta[c]pyrrole-1-carboxamide